CN(C)CC1=CC=C(N\C(\C2=CC=CC=C2)=C\2/C(NC3=CC(=CC=C23)C(N)=O)=O)C=C1 3-Z-[1-(4-dimethylaminomethyl-anilino)-1-phenyl-methylene]-6-carbamoyl-2-indolinone